3-cyclohexene-1-methanoic acid C1(CC=CCC1)C(=O)O